2-hydroxy-6-[(1-{[(2R)-morpholin-2-yl]acetyl}azetidin-3-yl)oxy]benzoic acid OC1=C(C(=O)O)C(=CC=C1)OC1CN(C1)C(C[C@@H]1CNCCO1)=O